3,6-dihydroxy-9H-xanthen-9-one OC=1C=CC=2C(C3=CC=C(C=C3OC2C1)O)=O